7H-imidazo[4,5-d]pyrimidine N=1C=NC2=NC=NCC21